1-(3-chloro-4-fluorophenyl)piperazine ClC=1C=C(C=CC1F)N1CCNCC1